OC1(CCC(CC1)N1C=C(C2=C1N=C(N=C2)NCCC(F)(F)F)C2=CC=C(C=O)C=C2)C trans-4-[7-[4-hydroxy-4-meth-ylcyclohexyl]-2-[(3,3,3-trifluoro-propyl)amino]-pyrrolo[2,3-d]-pyrimidin-5-yl]-benzaldehyde